tri-methoxysilyl-propyl-amine CO[Si](OC)(OC)NCCC